4,7-dibromo-2-(3,5-dibromophenyl)-1H-benzo[d]Imidazole BrC1=CC=C(C=2NC(=NC21)C2=CC(=CC(=C2)Br)Br)Br